C[Si](N(S(=O)(=O)C(F)(F)F)[Si](C=C)(C)C)(C=C)C N,N-bis(dimethyl-(vinyl)silyl)-1,1,1-trifluoromethanesulfonamide